(2r,4r)-4-methyl-1-[N-((R,S)-3-methyl-1,2,3,4-tetrahydro-8-quinolinesulfonyl)-L-arginyl]-2-piperidinecarboxylic acid C[C@H]1C[C@@H](N(CC1)C([C@@H](NS(=O)(=O)C=1C=CC=C2C[C@H](CNC12)C)CCCNC(N)=N)=O)C(=O)O